C(C)OC(OCC)OCC Triethoxymethane